COC1=CC=C2C(=CNC2=C1)C[C@@H](C)N1CCCCC1 (R)-6-methoxy-3-(2-(piperidin-1-yl)propyl)-1H-indole